OCCOC1(CC=C(C=C1)OCCO)C1=CC=CC=C1 1,4-bis(2-hydroxyethoxy)biphenyl